6-methoxy-7-(1-methyl-1H-pyrazol-3-yl)-1H-pyrrolo[3,2-c]pyridine COC1=C(C2=C(C=N1)C=CN2)C2=NN(C=C2)C